1,3-bis[3-(trimethoxysilyl)propyl]-1,2,3,4-tetrahydropyrimidine CO[Si](CCCN1CN(CC=C1)CCC[Si](OC)(OC)OC)(OC)OC